(R)-N-(2-(5-(3-aminopiperidine-1-carbonyl)-7-methoxy-1-methyl-1H-benzo[d]imidazol-2-yl)-1-(cyclopropylmethyl)-1H-pyrrolo[2,3-b]pyridin-6-yl)-N-isopropylmethanesulfonamide N[C@H]1CN(CCC1)C(=O)C1=CC2=C(N(C(=N2)C2=CC=3C(=NC(=CC3)N(S(=O)(=O)C)C(C)C)N2CC2CC2)C)C(=C1)OC